3-(furan-2-yl)urea O1C(=CC=C1)NC(N)=O